2,6-dichloro-N-[1-[3-(1-phenyl-1,2,4-triazol-3-yl)pyrazin-2-yl]ethyl]pyridine-4-carboxamide ClC1=NC(=CC(=C1)C(=O)NC(C)C1=NC=CN=C1C1=NN(C=N1)C1=CC=CC=C1)Cl